1-((3-(cyclobutylamino)propyl)amino)-3-(3,6-difluoro-9H-carbazol-9-yl)propan-2-ol C1(CCC1)NCCCNCC(CN1C2=CC=C(C=C2C=2C=C(C=CC12)F)F)O